FC1=CC=C(C=C1)[C@H](C)NC(CCC1=NC2=C(C=NC=C2)N1CC1=CC=C(C=C1)OC(F)(F)F)=O N-[(S)-1-(4-Fluoro-phenyl)-ethyl]-3-[3-(4-trifluoromethoxy-benzyl)-3H-imidazo[4,5-c]pyridin-2-yl]-propionamide